(R)-(-)-glycerylacetone C([C@@H](O)CO)CC(C)=O